3-chloro-5-(trifluoromethyl)phenyl-3-(2-(4-((5-fluoro-1,4,5,6-tetrahydropyrimidin-2-yl)amino)-1H-indazole-6-carboxamido)acetamido)propanoic acid ClC=1C=C(C=C(C1)C(F)(F)F)C(C(=O)O)CNC(CNC(=O)C1=CC(=C2C=NNC2=C1)NC=1NCC(CN1)F)=O